DifluoroSilane F[SiH2]F